NC=1N=C(C=C2C=C(N=CC12)NC(=O)[C@H]1[C@@H](C1)C=1C=NN(C1)C)Cl |r| (±)-(1r,2r)-N-(8-amino-6-chloro-2,7-naphthyridin-3-yl)-2-(1-methyl-1H-pyrazol-4-yl)cyclopropane-1-carboxamide